(2S,3R,4S)-2-[(3-chloro-2-fluorophenyl)methyl]-3-[(dimethylsulfamoyl)amino]-4-fluoropyrrolidine-1-carbonyl chloride ClC=1C(=C(C=CC1)C[C@@H]1N(C[C@@H]([C@@H]1NS(N(C)C)(=O)=O)F)C(=O)Cl)F